O1C2=C(NCC1)C=C(C=C2)C(C)N2C[C@@H](N(C[C@H]2CC)C=2C=1C(N(C(C2)=O)C)=CN(N1)CC#N)CC 2-(7-((2S,5R)-4-(1-(3,4-dihydro-2H-benzo[b][1,4]oxazin-6-yl)ethyl)-2,5-diethylpiperazin-1-yl)-4-methyl-5-oxo-4,5-dihydro-2H-pyrazolo[4,3-b]pyridin-2-yl)acetonitrile